[N+](=O)([O-])C1=CC=C(C=C1)C1=NN(C(=C1)N)C1=CC=CC=C1 3-(4-nitrophenyl)-1-phenyl-1H-pyrazol-5-amine